(4-hydroxy-1-methoxy-7-(naphthalen-1-yloxy)isoquinoline-3-carbonyl)glycine OC1=C(N=C(C2=CC(=CC=C12)OC1=CC=CC2=CC=CC=C12)OC)C(=O)NCC(=O)O